IC1=NN(C2=NC=NC(=C21)N)[C@@H]2CN[C@H](C2)COC 3-iodo-1-((3S,5R)-5-(methoxymethyl)pyrrolidin-3-yl)-1H-pyrazolo[3,4-d]Pyrimidin-4-amine